N[C@]1(CN(C[C@@H]1CCCB(O)O)C(C1=CC=C(C=C1)OC)=O)C(=O)O (3R,4S)-3-amino-4-(3-boronopropyl)-1-(4-methoxybenzoyl)pyrrolidine-3-carboxylic acid